trans-2-[3-(methylamino)cyclobutyl]sulfonylethanol CN[C@@H]1C[C@H](C1)S(=O)(=O)CCO